C1(=CC=CC=C1)P([O-])([O-])=O phenylphosphonate